4-[4-cyano-2-methyl-6-(1-methylpyrazol-4-yl)indazol-3-yl]-2-(difluoromethoxy)-6-methoxybenzoic acid C(#N)C=1C2=C(N(N=C2C=C(C1)C=1C=NN(C1)C)C)C1=CC(=C(C(=O)O)C(=C1)OC)OC(F)F